C(CCCCC)OC(C(F)(F)F)=O hexyltrifluoroacetate